oxole-4-carboxamide O1C=CC(=C1)C(=O)N